ClC=1C=C(C(=NC1)OC1=CC(=C(C=C1)N1N=CC(=C1)CC(CC(=O)OCC)=O)F)F ethyl 4-(1-(4-((5-chloro-3-fluoropyridin-2-yl) oxy)-2-fluorophenyl)-1H-pyrazol-4-yl)-3-oxobutanoate